(R)-1-(1-(4-(Trifluoromethoxy)benzyl)-1H-benzo[d]imidazol-2-yl)piperidin-3-amin FC(OC1=CC=C(CN2C(=NC3=C2C=CC=C3)N3C[C@@H](CCC3)N)C=C1)(F)F